C(C)S(=O)(=O)C1=C(N=C2N1C=CC=C2)C2=NC=1C(=C3C=CC=NC3=C(C1)C(F)(F)F)N2C 2-(3-ethylsulfonylimidazo[1,2-a]pyridin-2-yl)-1-methyl-5-(trifluoromethyl)imidazo[4,5-f]quinoline